5,5'-{(2-methylpropane-1,3-diyl)bis[(piperidine-1,4-diyl)-4,1-phenylenecarbonylazanediylpyridine-2,4-diyloxy]}bis[6-(2-methoxyethoxy)-N-methyl-1H-indole-1-carboxamide] CC(CN1CCC(CC1)C1=CC=C(C=C1)C(=O)NC1=NC=CC(=C1)OC=1C=C2C=CN(C2=CC1OCCOC)C(=O)NC)CN1CCC(CC1)C1=CC=C(C=C1)C(=O)NC1=NC=CC(=C1)OC=1C=C2C=CN(C2=CC1OCCOC)C(=O)NC